2-(1-(2-(benzyloxy)ethyl)cyclobutyl)-5-(2,4-dichlorophenyl)pyrimidine C(C1=CC=CC=C1)OCCC1(CCC1)C1=NC=C(C=N1)C1=C(C=C(C=C1)Cl)Cl